3-CHLORO-5-NITRO-4-(TRIFLUOROMETHYL)-PHENYLISOCYANIDE ClC=1C=C(C=C(C1C(F)(F)F)[N+](=O)[O-])[N+]#[C-]